diphenyl-9H,9'H-3,4'-bicarbazole C1(=CC=CC=C1)N1C2=CC=CC=C2C=2C(=CC=CC12)C=1C=CC=2N(C3=CC=CC=C3C2C1)C1=CC=CC=C1